CC1(C2=CC=CC=C2N(C=2C=CC=CC12)C=1C=CC=2N(C3=CC=CC=C3C2C1)C1=CC=CC=C1)C 9,9-dimethyl-10-(9-phenyl-9H-carbazole-3-yl)-9,10-dihydroacridine